C(C)N(C(OC1=CC(=C(C=C1)C(\C=C\C1=CC=C(C=C1)N(C)C)=O)O)=O)C [4-[(E)-3-[4-(Dimethylamino)phenyl]prop-2-enoyl]-3-hydroxyphenyl] N-ethyl-N-methylcarbamate